CC1(CCC(CC1)NC1=NN2C(C=N1)=C(C=C2)C=2C=CC1=C(N(N=N1)C)C2)NC 1,N1-dimethyl-N4-(5-(1-methyl-1H-benzo[d][1,2,3]triazol-6-yl)pyrrolo[2,1-f][1,2,4]triazin-2-yl)cyclohexane-1,4-diamine